3-(PYRIDIN-4-YLAMINO)PHENYLBORONIC ACID N1=CC=C(C=C1)NC=1C=C(C=CC1)B(O)O